7-(5-chloro-2-((1-methyl-1h-pyrazole-5-yl)amino)pyridine-4-yl)-2-(3,5-difluoro-2-(hydroxymethyl)benzyl)-3,4-dihydropyrrolo[1,2-a]pyrazine-1(2H)-one ClC=1C(=CC(=NC1)NC1=CC=NN1C)C=1C=C2N(CCN(C2=O)CC2=C(C(=CC(=C2)F)F)CO)C1